4'-fluoro-2-thiouridine F[C@]1([C@H]([C@H]([C@@H](O1)N1C(=S)NC(=O)C=C1)O)O)CO